C1(=CC=CC=C1)S(=O)(=O)N=[N+]=[N-] benzene-1-sulfonyl azide